(S)-5-(5-(difluoromethyl)-1,2,4-oxadiazol-3-yl)-2,3-dihydrospiro[indene-1,4'-oxazolidin]-2'-one FC(C1=NC(=NO1)C=1C=C2CC[C@]3(NC(OC3)=O)C2=CC1)F